(1r,3r)-3-(4-(4-(1-(pent-3-yl)-1H-pyrazol-4-yl)pyrazolo[1,5-a]pyrazin-6-yl)-1H-pyrazol-1-yl)cyclobutanecarboxamide CCC(CC)N1N=CC(=C1)C=1C=2N(C=C(N1)C=1C=NN(C1)C1CC(C1)C(=O)N)N=CC2